O1CCN(CC1)C1=C2NC(=NC2=NC(=N1)N/N=C/C=1C=C(C=CC1)C)C1=CC=NC=C1 6-morpholino-N-[(E)-m-tolylmethyleneamino]-8-(4-pyridyl)-7H-purin-2-amine